FC1=CC2=C(N(C(=N2)N2C[C@H]([C@@H](CC2)F)N)CC2=CC=C(C=C2)N2N=CN=C2)C=C1F (3R,4R)-1-(5,6-difluoro-1-(4-(1H-1,2,4-triazol-1-yl)benzyl)-1H-benzimidazol-2-yl)-4-fluoro-3-piperidinamine